methyl (CIS)-2-((((CIS)-4-phenylcyclohexyl)oxy)methyl)-3-(phenyl sulfonamido)pyrrolidine-1-carboxylate C1(=CC=CC=C1)[C@H]1CC[C@H](CC1)OC[C@@H]1N(CC[C@@H]1NS(=O)(=O)C1=CC=CC=C1)C(=O)OC